C(C=C)(=O)[O-] propa-2-enoate